Methyl (2S,3S)-2-((tert-butoxycarbonyl)oxy)-3-(((S)-tert-butylsulfinyl)amino)-3-(thiophen-2-yl)propanoate C(C)(C)(C)OC(=O)O[C@H](C(=O)OC)[C@@H](C=1SC=CC1)N[S@@](=O)C(C)(C)C